N'-[5-Bromo-6-(2,3-dihydro-1H-inden-2-yloxy)-2-methylpyridin-3-yl]-N-ethyl-N-methylimidoformamide BrC=1C=C(C(=NC1OC1CC2=CC=CC=C2C1)C)N=CN(C)CC